1-(4-(1-(2-(3,4-dimethoxyphenyl)-3-isopropyl-1H-indol-5-yl)piperidin-4-yl)-1,4-diazepan-1-yl)ethan-1-one ethyl-2-(2-chloro-4-(trifluoromethoxy)phenyl)-5-oxopyrazolidine-3-carboxylate C(C)OC(=O)C1N(NC(C1)=O)C1=C(C=C(C=C1)OC(F)(F)F)Cl.COC=1C=C(C=CC1OC)C=1NC2=CC=C(C=C2C1C(C)C)N1CCC(CC1)N1CCN(CCC1)C(C)=O